6-(2-chloro-5-(isobutyrylaminomethyl)benzoylamino)-N-(4-fluorophenyl)-1H-indole-2-carboxamide ClC1=C(C(=O)NC2=CC=C3C=C(NC3=C2)C(=O)NC2=CC=C(C=C2)F)C=C(C=C1)CNC(C(C)C)=O